(E)-3-methyl-N'-(1-phenylpentylidene)benzohydrazide CC=1C=C(C(=O)N/N=C(\CCCC)/C2=CC=CC=C2)C=CC1